C(#N)C=1C=C(C=CC1F)NC(=O)C=1C(=C(N(C1C)C)C(C(=O)OCC)=O)C ethyl 2-(4-((3-cyano-4-fluorophenyl) carbamoyl)-1,3,5-trimethyl-1H-pyrrole-2-yl)-2-oxoacetate